COC1=CC=C(C=C1)C(CC(C#N)C=N)=O 4-(4-methoxyphenyl)-2-(iminomethyl)-4-oxobutanenitrile